4,4'-sulfonyldiphenyl mercaptan S(=O)(=O)(C1=CC=C(C=C1)S)C1=CC=C(C=C1)S